C(C)C1=CC=C(CC(C=O)(C)C)C=C1 Para-Ethyl-Alpha,Alpha-Dimethyl-Hydrocinnamaldehyde